ClC1=C(C=CC=C1)CC(=O)NC1=C(C=C(C(=C1)S(N)(=O)=O)N1N=CC(=C1)C#N)C(F)(F)F 2-(2-chlorophenyl)-N-[4-(4-cyano-1H-pyrazol-1-yl)-5-sulfamoyl-2-(trifluoromethyl)phenyl]acetamide